(3S)-3-({N-[(4-methoxy-1H-indol-2-yl) carbonyl]-L-leucyl}amino)-2-oxo-4-[(3S)-2-oxopyrrolidin-3-yl]butyl 4-methyl-2-(methylamino)pyridine-3-carboxylate CC1=C(C(=NC=C1)NC)C(=O)OCC([C@H](C[C@H]1C(NCC1)=O)NC([C@@H](NC(=O)C=1NC2=CC=CC(=C2C1)OC)CC(C)C)=O)=O